Methyl 5-(((tert-butyl)diphenylsilyl)oxy)-2,2-dimethylpentanoate C(C)(C)(C)[Si](OCCCC(C(=O)OC)(C)C)(C1=CC=CC=C1)C1=CC=CC=C1